1-(2-methoxyethyl)-N-methyl-1-azaspiro[3.3]heptane-6-carboxamide COCCN1CCC12CC(C2)C(=O)NC